FC1(C2(CCCC(C12)=O)C1=C(N=CS1)C)F 7,7-difluoro-6-(4-methylthiazol-5-yl)bicyclo[4.1.0]heptan-2-one